Hydrofluoric acid Ammonium fluoride [F-].[NH4+].F